ON=C(O)C1=C(C(=C(C(=C1C(O)=NO)C(=O)O)C(=O)O)CC)C1=CC=CC=C1 N,N'-dihydroxyethyl-biphenyltetracarboxylic acid diimide